5-(4-bromophenyl)penta-2,4-dienoic acid BrC1=CC=C(C=C1)C=CC=CC(=O)O